4-((S)-3-(((S)-4-azido-1-((3,4-dichloro-2-fluorophenyl)amino)-1-oxobutan-2-yl)carbamoyl)-3,4-dihydroisoquinolin-2(1H)-yl)-4-oxobutanoic acid N(=[N+]=[N-])CC[C@@H](C(=O)NC1=C(C(=C(C=C1)Cl)Cl)F)NC(=O)[C@H]1N(CC2=CC=CC=C2C1)C(CCC(=O)O)=O